methyl 7-hydroxythieno[3,2-c]pyridine-6-carboxylate OC=1C2=C(C=NC1C(=O)OC)C=CS2